5-ethyl-N4-[(3-sulfamoyl)phenyl]-N2-[4-phenoxyphenyl]pyrimidine-2,4-diamine C(C)C=1C(=NC(=NC1)NC1=CC=C(C=C1)OC1=CC=CC=C1)NC1=CC(=CC=C1)S(N)(=O)=O